6-(hydroxymethyl)-5-methyl-cyanopyridine OCC1=C(C=CC(=N1)C#N)C